4-[5-(aminomethyl)-2-{1-ethyl-4-[(4-methoxyphenyl)methoxy]-3-methyl-1H-pyrazol-5-yl}-1,3-oxazol-4-yl]-N-[(2,4-dimethoxyphenyl)methyl]-1-methyl-1H-pyrazolo[4,3-c]pyridine-6-carboxamide NCC1=C(N=C(O1)C1=C(C(=NN1CC)C)OCC1=CC=C(C=C1)OC)C1=NC(=CC2=C1C=NN2C)C(=O)NCC2=C(C=C(C=C2)OC)OC